4-[3-(2-Chloro-pyridin-4-yl)-2,7-dimethyl-6,7-dihydro-8-oxa-1,3a,4-triaza-as-indacen-5-ylamino]-1-methyl-cyclohexanol ClC1=NC=CC(=C1)C1=C(N=C2C=3OC(CC3C(=NN12)NC1CCC(CC1)(O)C)C)C